FC=1C=C2CN(CC2=CC1)C(=O)NC1=CC=C(C=C1)C12CCC(CC1)(CC2)NS(=O)(=O)CCOC 5-FLUORO-N-(4-(4-((2-METHOXYETHYL)SULFONAMIDO)BICYCLO[2.2.2]OCTAN-1-YL)PHENYL)ISOINDOLINE-2-CARBOXAMIDE